thiodiethylenebis[3-(3,5-di-t-butyl-4-hydroxy-phenyl) propionate] S(CCC(C(=O)[O-])CC1=CC(=C(C(=C1)C(C)(C)C)O)C(C)(C)C)CCC(C(=O)[O-])CC1=CC(=C(C(=C1)C(C)(C)C)O)C(C)(C)C